(±)-N-(3,4-dichlorophenyl)-3-oxo-3,5,6,7,8,9-hexahydro-2H-6,9-epiminocyclohepta[c]-pyridine-10-carboxamide ClC=1C=C(C=CC1Cl)NC(=O)N1C2CC=3C(=CNC(C3)=O)C1CC2